L-p-hydroxyphenylsulfonic acid OC1=CC=C(C=C1)S(=O)(=O)O